NCC=1C(=NC(=C(N1)Cl)C1=CC=C(C=C1)F)N 3-(aminomethyl)-5-chloro-6-(4-fluorophenyl)pyrazin-2-amine